ClC1=CC=C(C=C1)[C@@]1(N(C(C2=CC(=CC(=C12)F)C(CC)(C=1N=CN(C1)C)O)=O)[C@@H](CO)C1=CC=C(C#N)C=C1)OC=1C(N=C2C=CC=CC12)=O 4-[(1R)-1-[(1R)-1-(4-chlorophenyl)-7-fluoro-5-[1-hydroxy-1-(1-methyl-1H-imidazol-4-yl)propyl]-3-oxo-1-[(3S)-oxoindol-3-yloxy]-2,3-dihydro-1H-isoindol-2-yl]-2-hydroxyethyl]benzonitrile